CCCCCCCCCCCCCCCC(=O)O[C@H](CO/C=C\\CCCCCCCC/C=C\\CCCCCC)COP(=O)(O)OCCN The molecule is a 1-(alk-1-enyl)-2-acyl-sn-glycero-3-phosphoethanolamine in which the alk-1-enyl and acyl groups are specified as (1Z,11Z)-octadecadienyl and palmitoyl respectively. It has a role as a mouse metabolite. It derives from a hexadecanoic acid.